tri(trifluoroethoxy)methane FC(COC(OCC(F)(F)F)OCC(F)(F)F)(F)F